methyl 2-(5,6-dimethylbenzo[d]isoxazol-3-yl)-2-methylpropanoate CC=1C(=CC2=C(C(=NO2)C(C(=O)OC)(C)C)C1)C